FC=1C(=NC(=NC1)NC1=CC=C(C=C1)N1CCOCC1)OCC1CCC(CCC1)NC(C)=O N-(4-(((5-fluoro-2-((4-morpholinophenyl)amino)pyrimidin-4-yl)oxy)methyl)cycloheptyl)acetamide